C(C)OC(C)=O.C(\C=C\C1=CC(OC)=C(O)C=C1)(=O)O ferulic acid ethyl-acetate